4-(4-methylsulfonylphenyl)-3-phenyl-2(3H)-thiazolethione CS(=O)(=O)C1=CC=C(C=C1)C=1N(C(SC1)=S)C1=CC=CC=C1